FC1=CC=C(C(=O)NC2=NNC3=C(C=CC=C23)OC(F)(F)F)C=C1 4-Fluoro-N-(7-(trifluoromethoxy)-1H-indazol-3-yl)benzamide